C1(=CC=CC=C1)C1=C(C(=CC(=C1)C1=CC=CC=C1)C1=CC=CC=C1)C1=CC=C(C=C1)C1=NC(=NC(=N1)C1=CC=CC=C1)C1=CC(=CC=C1)C1=CC=NC=C1 2-(2',6'-diphenyl-[1,1':4',1''-terphenyl]-4-yl)-4-phenyl-6-(3-(pyridine-4-yl)phenyl)-1,3,5-triazine